FC(C1=C(C=C2CCCN(C2=C1)C1=NN(C2=C1CN(CC2)C(C)=O)C2CCN(CC2)CC2C(CNCC2C)C)C=2C=NN(C2)C)F 1-[3-[7-(difluoromethyl)-6-(1-methylpyrazol-4-yl)-3,4-dihydro-2H-quinolin-1-yl]-1-[1-[(3,5-dimethyl-4-piperidyl)methyl]-4-piperidyl]-6,7-dihydro-4H-pyrazolo[4,3-c]pyridin-5-yl]ethanone